NC1CN(CC1COC)C1=NC=2CCC(CC2C(=C1)F)NC(=O)C1=CC2=C(N=N1)N(C=C2Cl)CC N-{2-[3-amino-4-(methoxymethyl)pyrrolidin-1-yl]-4-fluoro-5,6,7,8-tetrahydroquinolin-6-yl}-5-chloro-7-ethyl-7H-pyrrolo[2,3-c]pyridazine-3-carboxamide